4-methoxy-2-nitro-1-(trifluoromethyl)benzene COC1=CC(=C(C=C1)C(F)(F)F)[N+](=O)[O-]